(R)-3-butyl-8-hydroxy-3-methyl-7-(methylsulfanyl)-5-phenyl-2,3,4,5-tetrahydro-1,5-benzothiazepine 1,1-dioxide C(CCC)[C@]1(CS(C2=C(N(C1)C1=CC=CC=C1)C=C(C(=C2)O)SC)(=O)=O)C